pyrido[3,4-b]indol-6-one C1=NC=CC2=C1N=C1C=CC(C=C21)=O